CC#CCCCCC oct-2-yne